S(=O)(=O)(O)SC[C@H](N)C(=O)O S-sulfocysteine